butyl-4,4-bis(tert-butyldioxy)valerate C(CCC)OC(CCC(C)(OOC(C)(C)C)OOC(C)(C)C)=O